C(C)OC1C(CCC1)(O)C#CC1=CC=C(C(=O)OC)C=C1 methyl (rac)-4-((2-ethoxy-1-hydroxy cyclopentyl)ethynyl)benzoate